2-[2-(2-aminoethoxy)ethoxy]ethan-1-amine NCCOCCOCCN